BrC1=CC(=C(C(=O)OC(C)(C)C)C(=C1)F)F tert-butyl 4-bromo-2,6-difluorobenzoate